(1S,2S)-N1,N2-diMethylcyclohexane-1,2-diamine CN[C@H]1CCCC[C@@H]1NC